Cl.NCC1=CC(=CS1)C(=N)N 5-(aminomethyl)thiophene-3-carboxamidine HCl salt